OC(CCCCCCCCCCCCCCC)OC(CCCCCCCCCCCCCCC)O 1-hydroxyhexadecyl ether